C[C@H](CC(=O)O)CCCCC (3S,5R)-3-methyl-octanoic acid